tert-butyl (3-(1-(3-bromophenyl)vinyl)-5-fluoropyridin-2-yl)carbamate BrC=1C=C(C=CC1)C(=C)C=1C(=NC=C(C1)F)NC(OC(C)(C)C)=O